5-[(3R)-3-(3-methyl-2-oxoimidazolin-1-yl)piperidin-1-yl]-3-{[4-(piperidin-4-yl)phenyl]amino}pyrazine-2-carboxamide CN1C(N(CC1)[C@H]1CN(CCC1)C=1N=C(C(=NC1)C(=O)N)NC1=CC=C(C=C1)C1CCNCC1)=O